COC1=NC=C(C=N1)C#N methoxypyrimidine-5-carbonitrile